methyl rel-(1S,2S)-2-[(4-methoxyphenyl)methylcarbamoyl]cyclopropanecarboxylate COC1=CC=C(C=C1)CNC(=O)[C@@H]1[C@H](C1)C(=O)OC |o1:12,13|